1,1,3,3-tetrachloro-2-methylpropane ClC(C(C(Cl)Cl)C)Cl